C(C1=CC=CC=C1)N1C(=O)C(=O)C2=CC(=CC=C12)F 1-benzyl-5-fluoroisatin